FC(OC1=CC=CC(=N1)C=O)(F)F (6-(trifluoromethoxy)pyridin-2-yl)methanone